1,1-dioxotetrahydro-2H-thiopyran-4-yl-4-methylbenzenesulfonate O=S1(CCC(CC1)OS(=O)(=O)C1=CC=C(C=C1)C)=O